C(C1=CC=CC=C1)OC1=C(C(=NC(=C1)[C@@H]1O[C@]([C@H]([C@H]1C1=C(C(=C(C=C1)F)F)OC)C)(C(F)(F)F)C)C)C(C)=O 1-(4-(Benzyloxy)-6-((2R,3S,4S,5R)-3-(3,4-difluoro-2-methoxyphenyl)-4,5-dimethyl-5-(trifluoromethyl)tetrahydrofuran-2-yl)-2-methylpyridin-3-yl)ethan-1-one